FC(C1=CC=2N3C4=C(C=CC=C4SC2C=C1)C(CC3)N3C=NC=C3)(F)F 10-trifluoromethyl-3-imidazol-1-yl-2,3-dihydro-1H-pyrido[3,2,1-kl]phenothiazine